FC(S(=O)(=O)OS(=O)(=O)C(C(C(C(F)(F)F)(F)F)(F)F)(F)F)(F)F.[Li] Lithium nonafluorobutanesulfonyl trifluoromethanesulfonate